(1S,3S)-3-((2-amino-7-(1H-pyrazol-5-yl)quinazolin-4-yl)amino)cyclopentanol formate C(=O)O[C@@H]1C[C@H](CC1)NC1=NC(=NC2=CC(=CC=C12)C1=CC=NN1)N